ClC1=C(C=CC=C1[C@H]1C(NC(CC1)=O)=O)C1=CC=C(C=C1)OCC1=NN(C=C1)C (S)-3-(2-chloro-4'-((1-methyl-1H-pyrazol-3-yl)methoxy)-[1,1'-biphenyl]-3-yl)piperidine-2,6-dione